(5S,7S)-7-((tert-butyldiphenylsilyl)oxy)-3-oxo-2-((1r,3S)-3-phenylcyclobutyl)-2,5,6,7-tetrahydro-3H-pyrrolo[2,1-c][1,2,4]triazole-5-carboxylic acid [Si](C1=CC=CC=C1)(C1=CC=CC=C1)(C(C)(C)C)O[C@H]1C[C@H](N2C1=NN(C2=O)C2CC(C2)C2=CC=CC=C2)C(=O)O